C(C)(=O)OC[C@H]1O[C@](C(C1OC(C)=O)OC(C)=O)(N1C(N=C(C=C1)N1N=CN=C1)=O)C [(2R,5R)-3,4-diacetoxy-5-methyl-5-[2-oxo-4-(1,2,4-triazol-1-yl)pyrimidin-1-yl]tetrahydrofuran-2-yl]methyl acetate